N1[C@@H]2[C@H](CC1)CN(C2)C(=O)OC(C)(C)C (3aR,6aR)-tert-butyl hexahydropyrrolo[3,4-b]pyrrole-5(1H)-carboxylate